5-bromo-2-(4-(1-(2-methoxyethyl)-4-methyl-1H-pyrazol-5-yl)piperidin-1-yl)-4-(methylthio)-6-(trifluoromethyl)pyrimidine BrC=1C(=NC(=NC1C(F)(F)F)N1CCC(CC1)C1=C(C=NN1CCOC)C)SC